FC(C1CCN(C=C1)C(=O)[O-])(F)F 4-(trifluoromethyl)-3,4-dihydro-2H-pyridine-1-carboxylate